FC=1C=CC(=C(C1)CC(=O)O)[N+](=O)[O-] 2-(5-fluoro-2-nitro-phenyl)acetic acid